N-(2,4-Dibromophenyl)-2,2-dimethylthiopropionamide BrC1=C(C=CC(=C1)Br)NC(C(C)(C)C)=S